[Pd].[Pd].C(C1=CC=CC=C1)=CC(=O)C=CC1=CC=CC=C1 (diBenzylideneacetone) dipalladium